C(C)(=O)NC1CCN(CC1)C(=O)C1=NN(C=2CCC(CC12)(F)F)C[C@@H]1C[C@H](CCO1)OC1=NC=C(C=C1)Cl 6-{3-[4-(Acetylamino)piperidin-1-carbonyl]-5,5-difluoro-4,5,6,7-tetrahydro-1H-indazol-1-yl}-1,5-anhydro-3-O-(5-chloropyridin-2-yl)-2,4,6-tridesoxy-D-erythrohexitol